CC1=C(C(=C(C(=O)O)C=C1)O)O.OC1=C(C(=O)OC)C=CC=C1O methyl 2,3-dihydroxybenzoate (methyl 2,3-dihydroxybenzoate)